N=1C(=CN2C1CNCC2)C(=O)OCC Ethyl 5,6,7,8-tetrahydroimidazo[1,2-a]pyrazine-2-carboxylate